3-(2-bromo-6-ethynyl-4-methoxyphenyl)furan BrC1=C(C(=CC(=C1)OC)C#C)C1=COC=C1